FC=1C=C(C=CC1N1C2CC(CC1CC2)N2CCCC2)NC2=NNC(=N2)N N3-(3-fluoro-4-(3-(pyrrolidin-1-yl)-8-azabicyclo[3.2.1]oct-8-yl)phenyl)-1H-1,2,4-triazole-3,5-diamine